C(=O)(O)C1=CC=C(C=C1)C12CC3(CC(CC(C1)C3)C2)C2=CC=C(C=C2)C(=O)O 1,3-bis(4-carboxyphenyl)adamantane